(S)-(9H-fluoren-9-yl)methyl Tert-butyl (5-((1-oxyl-2,2,6,6-tetramethylpiperidin-4-yl)amino)-5-oxopentane-1,4-diyl)dicarbamate ON1C(CC(CC1(C)C)NC([C@H](CCCNC(OCC1C2=CC=CC=C2C=2C=CC=CC12)=O)NC(OC(C)(C)C)=O)=O)(C)C